2-(6-(1-((1S,2S,3S,5S,6S)-2,6-difluoro-8-azabicyclo[3.2.1]octan-3-yl)vinyl)pyridazin-3-yl)-5-(1H-imidazol-1-yl)phenol F[C@@H]1[C@@H]2C[C@@H]([C@H](C[C@H]1C(=C)C1=CC=C(N=N1)C1=C(C=C(C=C1)N1C=NC=C1)O)N2)F